(S)-2-(2-phenoxyacetyl)-8-(3-(trifluoromethyl)phenyl)-1,3,4,12a-tetrahydrobenzo[e]pyrazino[1,2-a][1,4]diazepine-6,12(2H,11H)-dione O(C1=CC=CC=C1)CC(=O)N1C[C@@H]2N(C(C3=C(NC2=O)C=CC(=C3)C3=CC(=CC=C3)C(F)(F)F)=O)CC1